15-hydroxy-eicosa-5Z,8Z,11Z,13E,17Z-pentaenoic acid OC(/C=C/C=C\C\C=C/C\C=C/CCCC(=O)O)C\C=C/CC